3-[10-(triethoxysilyl)decyl]-4-oxazoline C(C)O[Si](CCCCCCCCCCN1COC=C1)(OCC)OCC